3-isobutyl-2-thiazolidinethione C(C(C)C)N1C(SCC1)=S